(S)-8-(2-amino-6-((R)-1-(5-chloro-3',4'-dimethyl-[1,1'-biphenyl]-2-yl)-2,2,2-trifluoroethoxy)pyrimidin-4-yl)-2,8-diazaspiro[4.5]decane-3-carboxylic acid NC1=NC(=CC(=N1)N1CCC2(C[C@H](NC2)C(=O)O)CC1)O[C@@H](C(F)(F)F)C1=C(C=C(C=C1)Cl)C1=CC(=C(C=C1)C)C